NC=1N=CC(=NC1OC(C)C1=C(C=CC=C1Cl)Cl)C1=CC=C(C(=O)NCCCN2CCCC2)C=C1 4-{5-amino-6-[1-(2,6-dichloro-phenyl)-ethoxy]-pyrazin-2-yl}-N-(3-pyrrolidin-1-yl-propyl)-benzamide